(R)-2-((1-(2-cyano-3-(3-methoxy-phenyl)-7-methylquinoxalin-5-yl)-ethyl)amino)benzoic acid C(#N)C1=NC2=CC(=CC(=C2N=C1C1=CC(=CC=C1)OC)[C@@H](C)NC1=C(C(=O)O)C=CC=C1)C